N-{3-methyl-4-[(1-methyl-1,3-benzodiazol-5-yl)oxy]phenyl}-6-[(3R)-3-methylpiperazin-1-yl]quinazolin-4-amine CC=1C=C(C=CC1OC1=CC2=C(N(C=N2)C)C=C1)NC1=NC=NC2=CC=C(C=C12)N1C[C@H](NCC1)C